(S)-N-(3-cyclobutyl-5-(2-hydroxypropan-2-yl)pyrazolo[1,5-a]pyridin-2-yl)-2-(2,2,3,3-tetrafluorocyclobutyl)acetamide C1(CCC1)C=1C(=NN2C1C=C(C=C2)C(C)(C)O)NC(C[C@@H]2C(C(C2)(F)F)(F)F)=O